N-hydroxy-3-((6-(3-(morpholine-4-carbonyl)phenyl)-5-(trifluoromethyl)-1H-benzo[d]imidazol-2-yl)amino)benzamide ONC(C1=CC(=CC=C1)NC1=NC2=C(N1)C=C(C(=C2)C(F)(F)F)C2=CC(=CC=C2)C(=O)N2CCOCC2)=O